COC(=O)C=1C=C2N=C(C=3N(C2=CC1)C=CC3)C3=CC=C(C=C3)Br.COC3=CC1=C(N(C(O1)=O)CCNC(\C=C\C=1OC=CC1)=O)C=C3 (E)-N-(2-(6-methoxy-2-oxo-2,3-dihydro-1,3-benzoxazol-3-yl)ethyl)-3-(2-furyl)acrylamide methyl-4-(4-bromophenyl)pyrrolo[1,2-a]quinoxaline-7-carboxylate